N1(CCOCC1)CCCCC(=O)[O-] 5-(morpholin-4-yl)pentanoate